C(C(=O)O)(=O)O.C(C)OC(=O)[C@H]1NC[C@@H](CC1)NOCC1=CC=CC=C1 (2S,5R)-5-[(phenylmethoxy)amino]-2-piperidinecarboxylic acid ethyl ester oxalate